C(CCC)C1=C(N=NN1)C(=O)O butyl-1,2,3-triazole-4-carboxylic acid